thiocarbazide NNC(=S)NN